[N+](=O)([O-])C=1C=C(C(=O)NC2=C(C=CC=C2)CC(=O)OC)C=CC1N1CCCCC1 methyl 2-(2-(3-nitro-4-(piperidin-1-yl)benzamido)phenyl)acetate